CC1(O[C@@H]2[C@H](O1)[C@H](C[C@@H]2O)C2=CC(=CC=C2)C=2C=NC=CC2)C (3aS,4S,6R,6aR)-2,2-dimethyl-6-(3-(pyridin-3-yl)phenyl)tetrahydro-4H-cyclopenta[d][1,3]dioxol-4-ol